6-(4-(4-(cyclopropylmethyl)piperazin-1-yl)phenyl)-2-(2,6-dimethylpyridin-4-yl)-1,4-dimethyl-1H-imidazo[4,5-c]pyridine C1(CC1)CN1CCN(CC1)C1=CC=C(C=C1)C1=CC2=C(C(=N1)C)N=C(N2C)C2=CC(=NC(=C2)C)C